FC=1C=C(C=C(C1OC)F)N1CCN(CC1)C(CN1N=C(C2=C1CCC2)C(=O)N2C[C@H](O[C@H](C2)C)C)=O 1-[4-(3,5-difluoro-4-methoxyphenyl)piperazin-1-yl]-2-{3-[(2R,6S)-2,6-dimethylmorpholine-4-carbonyl]-5,6-dihydrocyclopenta[c]pyrazol-1(4H)-yl}ethan-1-one